C(C)(C)(C)OC(=O)N[C@H](C(CCOCC(=O)OCC)(C)C)C(=O)N1[C@@H](C[C@H](C1)O)C(NCC1=CC=C(C=C1)C#C)=O ethyl 2-(((R)-4-((tert-butoxycarbonyl)amino)-5-((2S,4R)-2-((4-ethynylbenzyl)carbamoyl)-4-hydroxypyrrolidin-1-yl)-3,3-dimethyl-5-oxopentyl)oxy)acetate